CC(C)=CCC[C@@H](C)[C@H]1CC[C@H]2C3=CC=C4C[C@H](CC[C@]4(C)[C@H]3CC[C@]12C)O cholest-5,7,24-triene-3beta-ol